4-bromo-N-(2-(4,4-difluoropiperidin-1-yl)-1-methyl-1H-benzo[d]imidazol-7-yl)-2-(6-azaspiro[2.5]octan-6-yl)benzamide BrC1=CC(=C(C(=O)NC2=CC=CC3=C2N(C(=N3)N3CCC(CC3)(F)F)C)C=C1)N1CCC3(CC3)CC1